ClC=1C=CC(=C2C=CN(C(C12)=O)C)OC1CC2(CN(C2)CCNC=2C(=NNC(C2F)=O)F)C1 8-chloro-5-[[2-[2-[(3,5-difluoro-6-oxo-1H-pyridazin-4-yl)amino]ethyl]-2-azaspiro[3.3]heptan-6-yl]oxy]-2-methyl-isoquinolin-1-one